5-methylimidazo[5,1-b]oxazol-7-amine CC1=NC(=C2OC=CN21)N